FC1=CC=C(C=C1)C1=CC(=C(NC1=O)CNC(C=C)=O)C1=NN(C=C1)C N-((5-(4-fluorophenyl)-3-(1-methyl-1H-pyrazol-3-yl)-6-oxo-1,6-dihydropyridin-2-yl)methyl)acrylamide